N-(3,4-dihydro-2H-1-benzopyran-4-yl)pyrido[3,2-d]pyrimidin-4-amine O1CCC(C2=C1C=CC=C2)NC=2C1=C(N=CN2)C=CC=N1